[N+](=O)([O-])N1NN(CC(=C1)[N+](=O)[O-])[N+](=O)[O-] 1,3,5-trinitrotriazine